S12CC3CC(CC(C1)C3)C2 THIAADAMANTANE